N-(1-Methylazetidin-3-yl)-7-morpholino-5-(3-(m-tolyl)-1H-pyrazol-1-yl)thieno[3,2-b]pyridine-2-carboxamide CN1CC(C1)NC(=O)C1=CC2=NC(=CC(=C2S1)N1CCOCC1)N1N=C(C=C1)C=1C=C(C=CC1)C